ClC1=NC(=C2N=CN(C2=N1)C1C(C(C2(CC12)C(=O)NC)O)O)NCC1=CC(=CC=C1)Cl 4-(2-chloro-6-(3-chlorobenzylamino)-9H-purin-9-yl)-2,3-dihydroxy-N-methylbicyclo[3.1.0]hexane-1-carboxamide